N-(5-((2-(1-oxa-7-azaspiro[3.5]nonan-7-yl)ethyl)carbamoyl)-2-methylpyridin-3-yl)-2-(5,6-dihydro-4H-pyrrolo[1,2-b]pyrazol-3-yl)pyrazolo[5,1-b]thiazole-7-carboxamide O1CCC12CCN(CC2)CCNC(=O)C=2C=C(C(=NC2)C)NC(=O)C=2C=NN1C2SC(=C1)C1=C2N(N=C1)CCC2